FC=1C=C2C(=CN(C2=CC1CO)C)C(=O)NC1=CNC2=CC=C(C=C12)F 5-fluoro-N-(5-fluoro-1H-indol-3-yl)-6-(hydroxymethyl)-1-methyl-indole-3-carboxamide